acryloyloxybutyl-methyldimethoxysilane C(C=C)(=O)OCCCC[Si](OC)(OC)C